C(C)OC(CN1N=NC=C1N1CCN(CC1)C(=O)OC(C)(C)C)=O tert-butyl 4-(1-(2-ethoxy-2-oxoethyl)-1H-1,2,3-triazol-5-yl)piperazine-1-carboxylate